N1=C2N(CN=C1)C(=CC=N2)O pyrimido[1,2-a][1,3,5]triazin-6-ol